N-methyl-5-(4-(3-(1-oxo-1,2-dihydropyrrolo[1,2-c]pyrimidin-3-yl)pyrrolidin-1-yl)piperidin-1-yl)picolinamide CNC(C1=NC=C(C=C1)N1CCC(CC1)N1CC(CC1)C1=CC=2N(C(N1)=O)C=CC2)=O